1-(4-([1,1'-biphenyl]-3-ylmethyl)piperazin-1-yl)-3-(3,5-dimethyl-1-(3-methyl-[1,2,4]triazolo[4,3-b]pyridazin-6-yl)-1H-pyrazol-4-yl)propan-1-one C1(=CC(=CC=C1)CN1CCN(CC1)C(CCC=1C(=NN(C1C)C=1C=CC=2N(N1)C(=NN2)C)C)=O)C2=CC=CC=C2